4-methyl-2-(1-methyl-2-oxo-4-piperidyl)-N-[3-methyl-6-(trifluoromethyl)benzimidazol-4-yl]-3,4-dihydro-1H-isoquinoline-7-carboxamide CC1CN(CC2=CC(=CC=C12)C(=O)NC1=CC(=CC=2N=CN(C21)C)C(F)(F)F)C2CC(N(CC2)C)=O